5-(4-acetylphenyl)-2-amino-4-oxo-4,5-dihydrofuran-3-yl phenylmethanesulfonate C1(=CC=CC=C1)CS(=O)(=O)OC1=C(OC(C1=O)C1=CC=C(C=C1)C(C)=O)N